(2S,4S,6R)-4-amino-6-methoxy-2-methyl-tetrahydropyran-3-one-L-tyrosine salt N[C@@H](CC1=CC=C(C=C1)O)C(=O)O.N[C@@H]1C([C@@H](O[C@H](C1)OC)C)=O